3-cyclopropyl-N-[(1R)-1-(2,3-difluorophenyl)ethyl]-6-[6-(dimethylphosphoryl)pyridin-3-yl]-7-fluoro-2-methyl-1,5-naphthyridin-4-amine C1(CC1)C=1C(=NC2=CC(=C(N=C2C1N[C@H](C)C1=C(C(=CC=C1)F)F)C=1C=NC(=CC1)P(=O)(C)C)F)C